1-aminopentane-1,1,2,2-tetraol NC(C(CCC)(O)O)(O)O